Cl.Cl.FC1=CC=C(C=C1)[C@H]1[C@@H](C1)NC[C@@H](C(=O)N1CCN(CC1)C)NC(C1=CC=C(C=C1)N1N=CC=C1)=O N-((S)-3-((1R,2S)-2-(4-fluorophenyl)cyclopropylamino)-1-(4-methylpiperazin-1-yl)-1-oxopropan-2-yl)-4-(1H-pyrazol-1-yl)benzamide dihydrochloride salt